FC1=C2C(=NC(=NC2=CC=C1)F)N difluoroquinazolin-4-amine